2-(1-acetyl-1H-indol-4-yl)-7-(difluoromethoxy)-4-(piperidine-1-carbonyl)isoquinolin-1(2H)-one C(C)(=O)N1C=CC2=C(C=CC=C12)N1C(C2=CC(=CC=C2C(=C1)C(=O)N1CCCCC1)OC(F)F)=O